CC1=C(C(=CC=C1)C(F)(F)F)COC=1C=NC(=NC1)N1N=C(C=C1)C(=O)OC methyl 1-(5-{[2-methyl-6-(trifluoromethyl)phenyl]methoxy}pyrimidin-2-yl)pyrazole-3-carboxylate